1-(4-chloro-2-fluoro-6-methylphenyl)-N-[(3R)-1-methylpiperidin-3-yl]pyrido[3,4-d]pyridazin-4-amine ClC1=CC(=C(C(=C1)C)C1=C2C(=C(N=N1)N[C@H]1CN(CCC1)C)C=NC=C2)F